FC1=CC=C(C=C1)C1=C(N(N=N1)C)C1=CC=NC=C1 4-[5-(4-fluorophenyl)-3-methyl-1,2,3-triazol-4-yl]pyridine